N-methyl-N-(2-(methylsulfonyl)ethyl)cyclohexan-1-amine CN(C1CCCCC1)CCS(=O)(=O)C